N[C@H]1CCC[C@H](C(NC2=CN=CN=C2C=2C=CC=C1C2)=O)C (10R,14S)-14-amino-10-methyl-3,5,8-triazatricyclo[13.3.1.02,7]nonadeca-1(19),2,4,6,15,17-hexaen-9-one